N-[(1S)-1-(dicyclopropylmethyl)-2-oxo-2-[[1-[(1S)-1-(2-oxo-1H-pyridin-3-yl)ethyl]pyrazol-4-yl]amino]ethyl]-2-isopropyl-pyrazole-3-carboxamide C1(CC1)C([C@@H](C(NC=1C=NN(C1)[C@@H](C)C=1C(NC=CC1)=O)=O)NC(=O)C=1N(N=CC1)C(C)C)C1CC1